OCC1CCC(CC1)NC(=O)C1=CC(=NN1[C@@H](C)C1=CC=CC=C1)C(=O)NC N5-((1r,4S)-4-(Hydroxymethyl)cyclohexyl)-N3-methyl-1-((S)-1-phenylethyl)-1H-pyrazole-3,5-dicarboxamide